CC1=CC=C(C=C1)S(=O)(=O)OCCC(C(F)(F)F)(C)O (4,4,4-trifluoro-3-hydroxy-3-methyl-butyl) 4-methylbenzenesulfonate